BrC1=CC(=C(\C=N\[S@@](=O)C(C)(C)C)C=C1)Cl (S,E)-N-(4-bromo-2-chlorobenzylidene)-2-methylpropane-2-sulfinamide